silver 2,4,6-trinitro-phloroglucinol salt [N+](=O)([O-])C1=C(O)C(=C(C(=C1O)[N+](=O)[O-])O)[N+](=O)[O-].[Ag]